4-((2,4-dimethoxybenzyl)amino)imidazo[1,5-a]quinoxaline-8-carboxylic acid methyl ester COC(=O)C1=CC=C2N=C(C=3N(C2=C1)C=NC3)NCC3=C(C=C(C=C3)OC)OC